C(C)(=O)O[C@H]1[C@@H](C(C=C1C)(C)C)CC(=O)[O-] (1R,2S)-(2-Acetoxy-3,5,5-trimethyl-3-cyclopentenyl)methylcarboxylat